C(C1=CC=CC=C1)OCC1=CC=CC(=N1)C=O 6-((benzyloxy)methyl)2-pyridinecarboxaldehyde